(R)-2-((5-(2-(6-(dimethylamino)-2-methylhexan-3-yl)-2,6-diazaspiro[3.4]oct-6-yl)-3-methoxy-1,2,4-triazin-6-yl)oxy)-N-ethyl-5-fluoro-N-isopropylbenzamide formate C(=O)O.CN(CCC[C@H](C(C)C)N1CC2(C1)CN(CC2)C=2N=C(N=NC2OC2=C(C(=O)N(C(C)C)CC)C=C(C=C2)F)OC)C